C(C)(C)(C)OC(=O)N(C1=C([N+](=CC2=C(C(=CC=C12)F)C1=NC=NC=C1F)[O-])C(N(CCC)C(=O)OC(C)(C)C)=O)C(=O)OC(C)(C)C 4-(Bis(tert-butoxycarbonyl)amino)-3-((tert-butoxycarbonyl)(propyl)carbamoyl)-7-fluoro-8-(5-fluoropyrimidin-4-yl)isoquinoline 2-oxide